CC=1C(=[N+](C=CC1)[O-])C Dimethyl-pyridine N-oxide